3-(benzylthio)-5-ethyl-2-methoxypyridine C(C1=CC=CC=C1)SC=1C(=NC=C(C1)CC)OC